C[C@@H]1OCCOCCN2N=CC(C3=NN(C=4C=NC(OC1)=CC34)C3OCCCC3)=C2 (12S)-12-methyl-19-(oxan-2-yl)-8,11,14-trioxa-4,5,16,19,20-pentaazatetracyclo[13.5.2.12,5.018,21]tricosa-1(20),2(23),3,15(22),16,18(21)-hexaene